(1,4-diazabicyclo[3.2.2]nonan-4-yl)(3-(4,4-difluoropiperidin-1-yl)-5,6-dihydrocyclopenta-[c]pyrazol-1(4H)-yl)-methanone N12CCN(C(CC1)CC2)C(=O)N2N=C(C1=C2CCC1)N1CCC(CC1)(F)F